C(#N)C1=CC=CC2=C1SC=C2\C=C(\C(=O)OCC#CC)/C(C)=O But-2-yn-1-yl (E)-2-((7-cyanobenzo[b]thiophen-3-yl) methylene)-3-oxobutanoate